3-[(3R)-1-[2'-(Dimethylphosphoryl)-2,3-difluoro-[1,1'-biphenyl]-4-yl]-2-oxopiperidin-3-yl]-1-[2-fluoro-4-(trifluoromethoxy)phenyl]urea CP(=O)(C)C1=C(C=CC=C1)C1=C(C(=C(C=C1)N1C([C@@H](CCC1)NC(NC1=C(C=C(C=C1)OC(F)(F)F)F)=O)=O)F)F